tricetyl-methyl-ammonium bromide [Br-].C(CCCCCCCCCCCCCCC)[N+](C)(CCCCCCCCCCCCCCCC)CCCCCCCCCCCCCCCC